α-chloro-2,6-dimethylacetanilide CC1=C(C(=CC=C1)C)NC(=O)CCl